BrC=1C=C(C=CC1F)CC1(CC(C1)O)C(=O)OC methyl 1-[(3-bromo-4-fluorophenyl) methyl]-3-hydroxycyclobutane-1-carboxylate